(S)-2-(2-(1-benzyl-pyrrolidin-2-yl)phenyl)propan-2-ol C(C1=CC=CC=C1)N1[C@@H](CCC1)C1=C(C=CC=C1)C(C)(C)O